isochinolin-6-carboxamid C1=NC=CC2=CC(=CC=C12)C(=O)N